C(C1=CC=CC=C1)N([C@H]1CN(CC1)CC(C)(O)C)CC1=CC=CC=C1 1-[(3R)-3-(dibenzylamino)pyrrolidin-1-yl]-2-methylpropan-2-ol